8-{(4,4-Difluorocyclohexyl)methoxy}-5-nitroquinoline FC1(CCC(CC1)COC=1C=CC(=C2C=CC=NC12)[N+](=O)[O-])F